[Si](C)(C)(C(C)(C)C)OCC[C@@H]([C@@H](C=C)CSC1=CC=CC=C1)O (3S,4R)-1-((tert-butyldimethylsilyl)oxy)-4-((phenylthio)methyl)hex-5-en-3-ol